Cl.Cl.FC1=C(C=CC(=N1)C(=O)NC)N1CCNCC1 6-fluoro-N-methyl-5-(piperazin-1-yl)pyridine-2-carboxamide dihydrochloride